C(CCC)N(CCCC)C(=O)CN1CCCC1 1-(N,N-di(n-butyl)aminocarbonylmethyl)pyrrolidine